2-(furan-2-ylmethyl)-6-phenyl-8-(phenylsulfanyl)imidazo[1,2-a]pyrazin-3(7H)-one O1C(=CC=C1)CC1=NC=2N(C=C(NC2SC2=CC=CC=C2)C2=CC=CC=C2)C1=O